4-cyano-4-((phenylthioformyl)thio)valeric acid C(#N)C(CCC(=O)O)(C)SC(=S)C1=CC=CC=C1